ClC=1C=CC2=C(N=C(O2)N2CC3(C2)CC(C3)NC(=O)C3=CC(=NC=C3)S(=O)(=O)C)C1 N-[2-(5-chloro-1,3-benzoxazol-2-yl)-2-azaspiro[3.3]heptan-6-yl]-2-methylsulfonyl-pyridine-4-carboxamide